ClC1=NC2=C(C=CC(=C2C(=C1)C(F)(F)F)C)OC 2-chloro-8-methoxy-5-methyl-4-(trifluoromethyl)quinoline